[8-(glycidyloxy)-n-octyl]triethoxysilane C(C1CO1)OCCCCCCCC[Si](OCC)(OCC)OCC